4-((2S,3R,4R,5S)-3-(6-(difluoromethyl)-2-methoxypyridin-3-yl)-4,5-dimethyl-5-(trifluoromethyl)tetrahydrofuran-2-carboxamido)picolinamide FC(C1=CC=C(C(=N1)OC)[C@@H]1[C@H](O[C@@]([C@@H]1C)(C(F)(F)F)C)C(=O)NC1=CC(=NC=C1)C(=O)N)F